ClC=1C=C(C=CC1OC)C1=CN=C2N1C=CN=C2NC2=CC=C(C=C2)N2C(CCC2)=O 1-[4-[[3-(3-chloro-4-methoxy-phenyl)imidazo[1,2-a]pyrazin-8-yl]amino]phenyl]pyrrolidin-2-one